C(CCCCCCCCCCCCC)(=O)OC[C@@H](OC(CCCCCCCCCCCCCCC)=O)CO 1-Myristoyl-2-palmitoyl-sn-glycerol